(6-nitropyridin-3-yl)azetidine-3-carboxylic acid [N+](=O)([O-])C1=CC=C(C=N1)N1CC(C1)C(=O)O